N12CCCC(C(C1)O)C2 1-azabicyclo[3.2.1]octan-6-ol